1,3-bis(3,3,3-trifluoropropyl)tetramethyldisilazane C[Si](C)(CCC(F)(F)F)N[Si](C)(C)CCC(F)(F)F